Cl.ClC1=C(C=C(C=C1)OC)C=1C=C2C(=NNC2=CC1)NC(=O)C1CNCCC1 N-[5-(2-chloro-5-methoxyphenyl)-1H-indazol-3-yl]piperidine-3-carboxamide hydrochloride